rel-(3R)-5-[rel-(3R)-6-fluoro-3-methyl-5-[[4-methyl-6-(methylamino)pyrimidin-2-yl]amino]-2,3-dihydrobenzofuran-7-yl]-2,3,4,7-tetrahydro-1H-azepin-3-ol FC1=C(C2=C([C@H](CO2)C)C=C1NC1=NC(=CC(=N1)C)NC)C=1C[C@H](CNCC1)O |o1:5,23|